4-((8-methoxy-2,3-dihydro-1H-pyrido[2,3-b][1,4]oxazin-7-yl)amino)-N-(4-(4-methylpiperazin-1-yl)phenyl)-2-oxo-1,2-dihydropyridine-3-carboxamide COC1=C(C=NC=2OCCNC21)NC2=C(C(NC=C2)=O)C(=O)NC2=CC=C(C=C2)N2CCN(CC2)C